FC(OC1=CC=C(C=C1)C1=NN=C(O1)NC1CC2(CC(C2)OC2=C(C(=O)N)C=CC=N2)C1)(F)F 2-(((2S,4s,6S)-6-((5-(4-(trifluoromethoxy)phenyl)-1,3,4-oxadiazol-2-yl)amino)spiro[3.3]heptane-2-yl)oxy)nicotinamide